6-chloro-7-(5-methyl-1H-indazol-4-yl)-4-((2S)-2-methyl-4-(2-propenoyl)-1-piperazinyl)-1-(3-pentanyl)pyrido[2,3-d]pyrimidin-2(1H)-one ClC1=CC2=C(N(C(N=C2N2[C@H](CN(CC2)C(C=C)=O)C)=O)C(CC)CC)N=C1C1=C2C=NNC2=CC=C1C